5-(6-(cyclopropylethynyl)-2,3,4,5-tetrahydro-1H-pyrido[3,4-b]azepin-1-yl)-6,7-difluoro-1-methyl-[1,2,4]triazolo[4,3-a]quinazoline C1(CC1)C#CC1=CN=CC=2N(CCCCC21)C2=NC=1N(C3=CC=C(C(=C23)F)F)C(=NN1)C